2,3-diphenylpyrano[4,3,2-kl]acridine C1(=CC=CC=C1)C1=C(C=2C=CC=C3N=C4C=CC=CC4=C(C23)O1)C1=CC=CC=C1